N[C@H](CC(=O)OCN1N=CC(=C1)C=1SC=C(N1)C(NC=1C(=NN(C1)C1CCC(CC1)OCC)C1=NC(=CC=C1F)F)=O)C(=O)OC 4-((4-(4-((3-(3,6-difluoropyridin-2-yl)-1-((1r,4r)-4-ethoxycyclohexyl)-1H-pyrazol-4-yl)carbamoyl)thiazol-2-yl)-1H-pyrazol-1-yl)methyl) 1-methyl D-aspartate